CC1(CN(C=2C=C3C(=NC21)CCC3)C3=CC(=NC=N3)NC=3C=C(C(=CC3OC)N(C)CCN(C)C)N)C N4-(6-(3,3-dimethyl-3,5,6,7-tetrahydrocyclopenta[b]pyrrolo[2,3-e]pyridin-1(2H)-yl)pyrimidin-4-yl)-N1-(2-(dimethylamino)ethyl)-5-methoxy-N1-methylbenzene-1,2,4-triamine